BrC1=CC2=CN(N=C2C=C1OCC)C12COC(C1)(C2)C 5-bromo-6-ethoxy-2-(1-methyl-2-oxabicyclo[2.1.1]hex-4-yl)-2H-indazole